N-Methyl-dibehenylamin CN(CCCCCCCCCCCCCCCCCCCCCC)CCCCCCCCCCCCCCCCCCCCCC